FC=1C=C2NC(C=3N(C2=C(C1C1=CN(C2=CN=CC=C21)C)F)C(=NN3)C)(C)C 7,9-Difluoro-1,4,4-trimethyl-8-(1-methyl-1H-pyrrolo[2,3-c]pyridin-3-yl)-5H-[1,2,4]triazolo[4,3-a]quinoxaline